C1(=C(C=CC=C1)C1CCC(CC1)=CNCCN1CCN(CC1)CCO)C1=CC=CC=C1 5-([1,1'-biphenyl]-2-yl)-2-(((2-(4-(2-hydroxyethyl)piperazin-1-yl)ethyl)amino)methylene)cyclohexane